N-[(3-Fluorophenyl)methyl]-4-methyl-2,6-dimorpholin-4-yl-pyridine-3-carboxylic acid amide FC=1C=C(C=CC1)CNC(=O)C=1C(=NC(=CC1C)N1CCOCC1)N1CCOCC1